FC=1C=C(C=C(C1C=1N=C2N(C=CC(=C2)C)C1C[C@H]1CN(CCO1)C(=O)OC)F)C=1OC=C(N1)C(=O)O 2-[3,5-difluoro-4-(3-{[(2S)-4-(carbomethoxy)morpholin-2-yl]methyl}-7-methylimidazo[1,2-a]pyridin-2-yl)phenyl]-1,3-oxazole-4-carboxylic acid